1-(5-(6-chloro-4-(trifluoromethyl)nicotinamido)-2-fluoro-4-((3S,5R)-3,4,5-trimethylpiperazin-1-yl)phenyl)-1H-1,2,3-triazole-4-carboxylate ClC1=NC=C(C(=O)NC=2C(=CC(=C(C2)N2N=NC(=C2)C(=O)[O-])F)N2C[C@@H](N([C@@H](C2)C)C)C)C(=C1)C(F)(F)F